(S)-6-[3-(5-methoxymethyl-isoxazol-3-yl)-[1,2,4]triazolo[3,4-a]phthalazin-6-yloxymethyl]-N-(tetrahydro-furan-2-ylmethyl)-nicotinamide COCC1=CC(=NO1)C1=NN=C2N1N=C(C1=CC=CC=C21)OCC2=NC=C(C(=O)NC[C@H]1OCCC1)C=C2